3-methyl-2-[2-(2-oxabicyclo[2.1.1]hexan-4-yl)pyrazolo[3,4-b]pyridin-6-yl]-5-(trifluoromethyl)phenol CC=1C(=C(C=C(C1)C(F)(F)F)O)C=1C=CC=2C(N1)=NN(C2)C21COC(C2)C1